OCCCCCCCCCCCCCCCC=C 17-hydroxy-1-heptadecene